N-(2-(4-((4-(2-(cyclopropanecarbonyl)-5-fluoro-1H-indol-3-yl)-1H-1,2,3-triazol-1-yl)methyl)piperidin-1-yl)ethyl)-1-(4-(trifluoromethyl)phenyl)methanesulfonamide C1(CC1)C(=O)C=1NC2=CC=C(C=C2C1C=1N=NN(C1)CC1CCN(CC1)CCNS(=O)(=O)CC1=CC=C(C=C1)C(F)(F)F)F